C1(CCC1)C[C@@H](C(N[C@@H](C[C@H]1C(NCC1)=O)C(COC1=C(C(=CC(=C1F)F)F)F)=O)=O)NC(C(=O)NC1=CC=CC=C1)=O N1-((S)-3-cyclobutyl-1-oxo-1-(((S)-3-oxo-1-((S)-2-oxopyrrolidin-3-yl)-4-(2,3,5,6-tetra-fluorophenoxy)butan-2-yl)amino)propan-2-yl)-N2-phenyloxalamide